(2-methyl-3-(4,4,5,5-tetramethyl-1,3,2-dioxaborolan-2-yl)phenyl)methanol CC1=C(C=CC=C1B1OC(C(O1)(C)C)(C)C)CO